SODIUM TITANIUM PHOSPHATE SALT P(=O)([O-])([O-])[O-].[Ti+4].[Na+]